6-fluoro-7-(8-methyl-2,3-dihydro-1H-pyrido[2,3-b][1,4]oxazin-7-yl)-N~2~-(4-methyl-1,2-thiazol-5-yl)quinazoline-2,5-diamine FC1=C(C=2C=NC(=NC2C=C1C1=C(C2=C(OCCN2)N=C1)C)NC1=C(C=NS1)C)N